1-(1Z-eicosenyl)-2-(9Z,12Z,15Z-octadecatrienoyl)-glycero-3-phospho-(1'-sn-glycerol) CCCCCCCCCCCCCCCCCC/C=C\OC[C@H](COP(=O)(O)OC[C@H](CO)O)OC(=O)CCCCCCC/C=C\C/C=C\C/C=C\CC